(R)-2-((tert-Butyldimethylsilyl)oxy)-1-((3aR,5S,6aR)-2,2-dimethyltetrahydrofuro[2,3-d][1,3]dioxol-5-yl)ethan-1-ol [Si](C)(C)(C(C)(C)C)OC[C@@H](O)[C@@H]1C[C@@H]2[C@@H](OC(O2)(C)C)O1